3-((7-bromo-2-methyl-1,1-dioxo-3-thioxo-2,3-dihydrobenzo[d]isothiazol-6-yl)oxy)-5-fluorobenzonitrile BrC1=C(C=CC=2C(N(S(C21)(=O)=O)C)=S)OC=2C=C(C#N)C=C(C2)F